CC=1C=C(C=C(C1)C)N1C=NC=C1C#N 1-(3,5-dimethylphenyl)-1H-imidazole-5-carbonitrile